C(C)(C)C=1C(=NNC1C=1C=C(C=2N(C1)N=CN2)OC)C2=NC=C(C=C2)C2CCNCC2 6-(4-isopropyl-3-(5-(piperidine-4-yl)pyridine-2-yl)-1H-pyrazol-5-yl)-8-methoxy-[1,2,4]Triazolo[1,5-a]Pyridine